6-{[1-(4-chlorophenyl)-7-fluoro-5-[1-hydroxy-1-(1-methyl-1H-pyrazol-4-yl)ethyl]-3-oxo-1-[cis-3-hydroxycyclobutoxy]-2,3-dihydro-1H-isoindol-2-yl]methyl}pyridine-3-carbonitrile ClC1=CC=C(C=C1)C1(N(C(C2=CC(=CC(=C12)F)C(C)(C=1C=NN(C1)C)O)=O)CC1=CC=C(C=N1)C#N)O[C@@H]1C[C@@H](C1)O